arachidonoic acid C(CCC\C=C/C\C=C/C\C=C/C\C=C/CCCCC)(=O)O